(R)-4-(pyrrolidin-3-ylmethyl)piperazine-1-carboxylic acid tert-butyl ester C(C)(C)(C)OC(=O)N1CCN(CC1)C[C@H]1CNCC1